C(C1=CC=CC=C1)OC1=NC(=CC=C1NC1=CC(=C(C=C1F)N1CCC(CC1)CCN1CCC2(CC(C2)NC(OCC2=CC=CC=C2)=O)CC1)F)OCC1=CC=CC=C1 benzyl (7-(2-(1-(4-((2,6-bis(benzyloxy)pyridine-3-yl)amino)-2,5-difluorophenyl)piperidin-4-yl)ethyl)-7-azaspiro[3.5]nonan-2-yl)carbamate